5-cyclopropyl-2-(4,4-difluoropiperidin-1-yl)-6-(trifluoromethoxy)nicotinamide C1(CC1)C=1C(=NC(=C(C(=O)N)C1)N1CCC(CC1)(F)F)OC(F)(F)F